4-(((3R,4R)-1-(2-cyanoacetyl)-4-methylpiperidin-3-yl)(methyl)amino)-7H-pyrrolo[2,3-d]pyrimidine-7-carboxylic acid C(#N)CC(=O)N1C[C@@H]([C@@H](CC1)C)N(C=1C2=C(N=CN1)N(C=C2)C(=O)O)C